FC1=C(C=CC(=C1)F)CNC(=O)C=1C(C(=C2N(C[C@@H]3N(CC[C@H]4N3CCC4)C2=O)C1)OCC1=CC=CC=C1)=O (3aS,13aS)-N-[(2,4-Difluorophenyl)methyl]-7,9-dioxo-8-[(phenylmethyl)oxy]-1,2,3,3a,4,5,7,9,13,13a-decahydro-pyrido[1',2':4,5]pyrazino[1,2-a]pyrrolo[1,2-c]pyrimidine-10-carboxamide